C(CC)N([C@@H](CCC(N)=O)C(=O)O)NC(=O)N propyl-ureidoglutamine